CN1C[C@H](C[C@H](C1)NC=1C=NN(C(C1)=O)C)C1=CC=C(C=C1)CN1CCC(CC1)C=1C=C2CN(C(C2=CC1)=O)C1C(NC(CC1)=O)=O 3-[5-[1-[[4-[(3R,5R)-1-methyl-5-[(1-methyl-6-oxo-pyridazin-4-yl)amino]-3-piperidyl]phenyl]methyl]-4-piperidyl]-1-oxo-isoindolin-2-yl]piperidine-2,6-dione